2-((4-((R)-2-(4-chloro-2-fluorophenyl)-2H-chromen-8-yl)piperidin-1-yl)methyl)-3-(((S)-oxetane-2-yl)methyl)-3H-imidazo[4,5-b]pyridine-5-carboxylic acid methyl ester COC(=O)C1=CC=C2C(=N1)N(C(=N2)CN2CCC(CC2)C=2C=CC=C1C=C[C@@H](OC21)C2=C(C=C(C=C2)Cl)F)C[C@H]2OCC2